NC1=C(C2=C(N=C(N=C2C2=C(C(=NC=C2)OC(F)F)CNC(=O)OC(C)(C)C)C)N1C1=C(C(=CC=C1C)OCC1=CC=CC=C1)C)C(=O)OC methyl 6-amino-7-(3-(benzyloxy)-2,6-dimethylphenyl)-4-(3-(((tert-butoxycarbonyl) amino) methyl)-2-(difluoromethoxy) pyridin-4-yl)-2-methyl-7H-pyrrolo[2,3-d]pyrimidine-5-carboxylate